BrC=1C=C(C(=NC1)N1CC(C1)N(C)C)N 5-Bromo-2-(3-(dimethylamino)azetidin-1-yl)pyridin-3-amine